C(#N)CNC(C1=CC(=C(C=C1)C1=NC2=CC=C3C(=C2C=2CCCCC12)C=NN3)F)=O N-(cyanomethyl)-3-fluoro-4-(8,9,10,11-tetrahydro-3H-pyrazolo[4,3-a]phenanthridin-7-yl)benzamide